CC([Zr](C=C1CCCCC1)(C1C=CC=C1)C1C2=CC=CC=C2C=2C=CC=CC12)C dimethyl-cyclohexylidene(9-fluorenyl)(cyclopentadienyl)dimethylzirconium